(2S,4R)-1-[(2S)-2-(4-cyclopropyltriazol-1-yl)-3,3-dimethyl-butanoyl]-4-hydroxy-N-(7-methyl-6-oxaspiro[3.4]octan-2-yl)pyrrolidine-2-carboxamide C1(CC1)C=1N=NN(C1)[C@H](C(=O)N1[C@@H](C[C@H](C1)O)C(=O)NC1CC2(C1)COC(C2)C)C(C)(C)C